((7-(5-(chlorodifluoromethyl)-1,2,4-oxadiazol-3-yl)-2-methylimidazo[1,2-a]pyridin-3-yl)imino)(methyl)(pyrimidin-5-yl)-λ6-sulfanone ClC(C1=NC(=NO1)C1=CC=2N(C=C1)C(=C(N2)C)N=S(=O)(C=2C=NC=NC2)C)(F)F